(E)-2-phenyl-4-(4-(trifluoromethyl)phenyl)-2-((trimethylsilyl)oxy)but-3-enenitrile C1(=CC=CC=C1)C(C#N)(\C=C\C1=CC=C(C=C1)C(F)(F)F)O[Si](C)(C)C